1-(2-methylpyrimidin-4-yl)azetidine-3-carboxamide CC1=NC=CC(=N1)N1CC(C1)C(=O)N